ClC=1C(=NC(=NC1)NC1COC1)C=1C=C2C(=NC1)CN(C2=O)[C@@H](C(=O)N[C@H](CO)C2=CC(=CC=C2)C)C (2R)-2-(3-{5-chloro-2-[(oxetan-3-yl)amino]pyrimidin-4-yl}-5-oxo-5H,6H,7H-pyrrolo[3,4-b]pyridin-6-yl)-N-[(1S)-2-hydroxy-1-(3-methylphenyl)ethyl]propanamide